methyl-bis-dodecyl-[3-(dimethoxysilyl)propyl]ammonium chloride [Cl-].C[N+](CCC[SiH](OC)OC)(CCCCCCCCCCCC)CCCCCCCCCCCC